CC1(OC[C@H](O1)CN[C@@H](C)C=1C=NC(=CC1)C(F)(F)F)C (S)-N-(((R)-2,2-dimethyl-1,3-dioxolan-4-yl)methyl)-1-(6-(trifluoromethyl)pyridin-3-yl)ethanamine